1,3-diphenyl-2,2-dimethyl-1,3-propanediol dibenzoate C(C1=CC=CC=C1)(=O)OC(C(C(OC(C1=CC=CC=C1)=O)C1=CC=CC=C1)(C)C)C1=CC=CC=C1